C1(=CC=CC=C1)C1=C(C(=C(C(=C1C1=CC=CC=C1)C1=NN=NC(=C1C1=C(C=CC=C1)C1=CC=CC=C1)C1=CC=CC=C1)C1=C(C=CC=2OC3=C(C21)C=CC=C3)C3=C(C=CC=C3)C3=CC=CC=C3)C3=NN=NC=C3)C3=C(C(=CC=2C1=CC=CC=C1CC32)C)C phenyl(dimethylfluorenyl)triazinyl-[(biphenylyl)dibenzofuranyl][phenyl(biphenylyl)triazinyl]biphenyl